CC(C(=O)OCC=C)(C=O)C allyl 2,2-dimethyl-3-oxopropionate